C(C)OC(=O)C=1OC2=C(C1C)C=C(C=C2)S(N(CCC2=CC=CC=C2)C2=C(C=CC=C2)N2CCN(CC2)S(=O)(=O)C)(=O)=O 3-Methyl-5-(N-(2-(4-(methylsulfonyl)piperazin-1-yl)phenyl)-N-phenethylsulfamoyl)benzofuran-2-carboxylic acid ethyl ester